2-butyl-1-(4-((tetradecylamino)methyl)benzyl)-1H-imidazo[4,5-c]quinolin-4-amine C(CCC)C=1N(C2=C(C(=NC=3C=CC=CC23)N)N1)CC1=CC=C(C=C1)CNCCCCCCCCCCCCCC